2-(7-CHLORO-3-OXO-2,3-DIHYDRO-4H-BENZO[B][1,4]OXAZIN-4-YL)-N-(5-(PYRIDIN-2-YL)-4H-1,2,4-TRIAZOL-3-YL)ACETAMIDE ClC=1C=CC2=C(OCC(N2CC(=O)NC2=NN=C(N2)C2=NC=CC=C2)=O)C1